FC(C1=NN(C(=C1)C)C1=C(C=CC(=C1)N1C=NC=2C1=NC=C(C2)NC=2N=NC=CC2)C(C)O)F 1-[2-[3-(Difluoromethyl)-5-methyl-pyrazol-1-yl]-4-[6-(pyridazin-3-ylamino)imidazo[4,5-b]pyridin-3-yl]phenyl]ethanol